tetradecyldimethyl-(8-triethoxysilyloctyl)ammonium chloride [Cl-].C(CCCCCCCCCCCCC)[N+](CCCCCCCC[Si](OCC)(OCC)OCC)(C)C